C(CC)(=O)OC1=C2N(N=CC1=O)[C@H]([C@@H]1N(C2=O)CCC1)[C@H](C1=CC(=CC=C1)F)C1=C(C(=CC=C1)F)F (9aR,10S)-10-((R)-(2,3-difluorophenyl)(3-fluorophenyl)methyl)-3,5-dioxo-3,5,8,9,9a,10-hexahydro-7H-pyrrolo[1',2':4,5]pyrazino[1,2-b]pyridazin-4-yl propionate